3-(7-(2-(4-(4-aminophenyl)piperazin-1-yl)-8-azaspiro[4.5]decan-8-yl)-4-fluoro-1-oxophthalazin-2(1H)-yl)piperidine-2,6-dione NC1=CC=C(C=C1)N1CCN(CC1)C1CC2(CC1)CCN(CC2)C2=CC=C1C(=NN(C(C1=C2)=O)C2C(NC(CC2)=O)=O)F